(1s,4s)-4-(piperazin-1-yl)cyclohexanol methyl-(S)-5-(((S)-azetidin-2-yl)methyl)-6'-chloro-3',4,4',5-tetrahydro-2H,2'H-spiro[benzo[b][1,4]oxazepine-3,1'-naphthalene]-7-carboxylate CC1[C@]2(C3=CC=C(C=C3CC1)Cl)CN(C1=C(OC2)C=CC(=C1)C(=O)OC1CCC(CC1)N1CCNCC1)C[C@H]1NCC1